ClC=1C=C(C=CC1)C(C(OC(=O)N[C@H](C(=O)N[C@H](C(=O)OC)C[C@H]1C(NCC1)=O)CC1CCCCC1)C1=CC2=CC=CC=C2C=C1)(C)C Methyl (2S)-2-((2S)-2-(((2-(3-chlorophenyl)-2-methyl-1-(naphthalen-2-yl)propoxy)carbonyl)amino)-3-cyclohexylpropanamido)-3-((S)-2-oxopyrrolidin-3-yl)propanoate